[Mn+9].[Fe+2].P(=O)([O-])([O-])[O-] phosphate iron manganese (ix)